[Si](C)(C)(C(C)(C)C)OCC1=CC(=C(C(=C1)C(F)(F)F)O)[N+](=O)[O-] 4-(((tert-butyldimethylsilyl)oxy)methyl)-2-nitro-6-(trifluoromethyl)phenol